propylene glycol propyl ether butyl-acetate C(CCC)CC(=O)OC(COCCC)C